tert-butyl (S)-2-(((2-amino-5-(tert-butoxycarbonyl)phenyl)amino)methyl)pyrrolidine-1-carboxylate NC1=C(C=C(C=C1)C(=O)OC(C)(C)C)NC[C@H]1N(CCC1)C(=O)OC(C)(C)C